1-(1-cyanocyclopropyl)-3-(trans-4-(2-(4-(2,3-dichlorophenyl)piperazin-1-yl)ethyl)cyclohexyl)urea C(#N)C1(CC1)NC(=O)N[C@@H]1CC[C@H](CC1)CCN1CCN(CC1)C1=C(C(=CC=C1)Cl)Cl